ClC1=CC2=C(NC(=N2)CNC(=O)C2CCC(CC2)NC(OC(C)(C)C)=O)C=C1 tert-butyl ((1r,4r)-4-(((5-chloro-1H-benzo[d]imidazol-2-yl)methyl)carbamoyl)cyclohexyl)carbamate